F[C@@H]1CN(CC[C@H]1NC1=NC=C(C(=N1)C1=CN=C(S1)C)C(F)(F)F)S(=O)(=O)C=1C=NN(C1)C N-((3R,4R)-3-fluoro-1-((1-methyl-1H-pyrazol-4-yl)sulfonyl)piperidin-4-yl)-4-(2-methylthiazol-5-yl)-5-(trifluoromethyl)pyrimidin-2-amine